ClC=1C=C(C=CC1)N1N=CC(=C1)C(C(=O)OC(C)(C)C)C tert-butyl 2-[1-(3-chlorophenyl)pyrazol-4-yl]propanoate